methyl 1-isobutyl-4-[[4-(trifluoromethyl) phenyl]methyl]indazole-3-carboxylate C(C(C)C)N1N=C(C2=C(C=CC=C12)CC1=CC=C(C=C1)C(F)(F)F)C(=O)OC